C1(CC1)C1=NN=C(O1)C(C)NC[C@@H](C)N1N=C2C(CN([C@@H](C2)C)C(C2=CC(=C(C=C2)Cl)Cl)=O)=C1C(=O)OCC (6R)-Ethyl 2-((2R)-1-((1-(5-cyclopropyl-1,3,4-oxadiazol-2-yl) ethyl) amino) propan-2-yl)-5-(3,4-dichlorobenzoyl)-6-methyl-4,5,6,7-tetrahydro-2H-pyrazolo[4,3-c]pyridine-3-carboxylate